2-phenyl-6,7-dihydro-5H-cyclopenta[b]pyridin-4-amine C1(=CC=CC=C1)C1=CC(=C2C(=N1)CCC2)N